4,4,6-Trimethyl-2,3,4,6,7,8-hexahydro-5H-chromen-5-on CC1(CCOC=2CCC(C(C12)=O)C)C